6-(3-(3-methylpiperazin-1-Yl)azetidin-1-yl)-2-(trifluoromethyl)pyrimidine CC1CN(CCN1)C1CN(C1)C1=CC=NC(=N1)C(F)(F)F